The molecule is dianion of 4-CDP-2-C-methyl-D-erythritol arising from deprotonation of the diphosphate OH groups; major species at pH 7.3. It is a conjugate base of a 4-CDP-2-C-methyl-D-erythritol. C[C@](CO)([C@@H](COP(=O)([O-])OP(=O)([O-])OC[C@@H]1[C@H]([C@H]([C@@H](O1)N2C=CC(=NC2=O)N)O)O)O)O